1-benzyl-4-(6-chloro-3-pyridyl)piperidin-4-amine C(C1=CC=CC=C1)N1CCC(CC1)(N)C=1C=NC(=CC1)Cl